N1=C(C=CC=C1)C=1C=NC(=NC1)NC(=O)C1=CN=CS1 N-(5-(pyridin-2-yl)pyrimidin-2-yl)thiazole-5-carboxamide